C(#N)N1C[C@]2(CCC2C1)NC(=O)C=1SC(=CN1)C1=C(C=CC=C1)NC1=CC=C(C=C1)F N-((1R)-3-Cyano-3-azabicyclo[3.2.0]heptan-1-yl)-5-(2-((4-fluorophenyl)amino)phenyl)thiazol-2-carboxamid